[Si](C1=CC=CC=C1)(C1=CC=CC=C1)(C(C)(C)C)OC1C(COC1)(C#N)N1CCC(CC1)C1=C(C=C2C=NNC2=C1)Cl 4-((tert-butyldiphenylsilyl)oxy)-3-(4-(5-chloro-1H-indazol-6-yl)piperidin-1-yl)tetrahydrofuran-3-carbonitrile